BrC=1C=C2C(=NC=NC2=C(C1)C(F)(F)F)NC(C)C1=NC=CN=C1N1N=CC=N1 6-bromo-N-[1-[3-(triazol-2-yl)pyrazin-2-yl]ethyl]-8-(trifluoromethyl)quinazolin-4-amine